3-[(4R)-4-[2-[5-[(6,7-difluoro-4-methylsulfonyl-1H-indol-5-yl)oxy]-2-fluoro-phenyl]-1H-imidazol-4-yl]-4-methyl-isochroman-8-yl]propanoic acid FC1=C(C(=C2C=CNC2=C1F)S(=O)(=O)C)OC=1C=CC(=C(C1)C=1NC=C(N1)[C@@]1(COCC2=C(C=CC=C12)CCC(=O)O)C)F